(R)-2-(2-(2-oxabicyclo[3.1.1]heptan-4-yl)-2H-pyrazolo[3,4-b]pyrazin-6-yl)-3-methyl-5-(trifluoromethyl)phenol C12OC[C@@H](C(C1)C2)N2N=C1N=C(C=NC1=C2)C2=C(C=C(C=C2C)C(F)(F)F)O